N-(2-methoxy-2-methylpropyl)piperidin-4-amine COC(CNC1CCNCC1)(C)C